NC1=CC(=C(C=C1)[C@@H]1CN(CC1)C(=O)OC(C)(C)C)C[S@@](=O)C |r| (±)-tert-Butyl (3R,S)-3-(4-amino-2-((methylsulfinyl)methyl)phenyl)pyrrolidine-1-carboxylate